OC1=C(CN2C3=C1C=CC=C3C=3C=CC=CC23)C(C(F)(F)F)=O 4-hydroxy-5-(2,2,2-trifluoroethan-1-on-1-yl)-6H-pyrido[3,2,1-jk]carbazol